C(CCCCC)C=1N=NN(N1)CCC[Si](OCC)(OCC)OCC 5-hexyl-2-[3-(triethoxysilyl)propyl]-2H-tetrazole